14-((2-(2,6-dioxopiperidin-3-yl)-1,3-dioxoisoindolin-4-yl)thio)-3,6,9,12-tetraoxatetradecane O=C1NC(CCC1N1C(C2=CC=CC(=C2C1=O)SCCOCCOCCOCCOCC)=O)=O